C(=C)C1=C(CCC1)C=O 2-vinylcyclopentene-1-carbaldehyde